tert-butyl 4-{[1-(4-{1-[2-(2,6-dioxopiperidin-3-yl)-1-oxo-3H-isoindol-5-yl]piperidin-4-yl}phenyl)-N-methylformamido]methyl}piperidine-1-carboxylate O=C1NC(CCC1N1C(C2=CC=C(C=C2C1)N1CCC(CC1)C1=CC=C(C=C1)C(=O)N(C)CC1CCN(CC1)C(=O)OC(C)(C)C)=O)=O